NC=1C=C(C=CC1N)C1=C(C=CC=C1)N1C(C2=CC=CC=C2C=N1)=O 3',4'-diamino-[1,1'-biphenylyl]phthalazin-1(2H)-one